FC(C1=CC=C(C=C1)C=1C=NC(=C2C=CC=NC12)NC[C@@]1(COCC1)O)(F)F (S)-3-(((8-(4-(trifluoromethyl)phenyl)-1,6-naphthyridin-5-yl)amino)methyl)tetrahydrofuran-3-ol